N-[[2-(6-amino-pyridazin-3-yl)phenyl]methyl]-7-(4-bromo-3-chloro-benzoyl)-2-[4-(cyclopropoxy)phenyl]-6-methyl-3-oxo-6,8-dihydro-5H-imidazo[1,5-a]pyrazine-1-carboxamide NC1=CC=C(N=N1)C1=C(C=CC=C1)CNC(=O)C=1N(C(N2C1CN(C(C2)C)C(C2=CC(=C(C=C2)Br)Cl)=O)=O)C2=CC=C(C=C2)OC2CC2